(bis(t-butoxycarbonyl)amino)-3-((t-butoxycarbonyl)(propyl)carbamoyl)-7-fluoro-8-(2-fluoropyridin-3-yl)cinnoline 2-oxide C(C)(C)(C)OC(=O)N(C(=O)OC(C)(C)C)C1=C([N+](=NC2=C(C(=CC=C12)F)C=1C(=NC=CC1)F)[O-])C(N(CCC)C(=O)OC(C)(C)C)=O